N-(7-(3-chlorophenyl)-4,5,6,7-tetrahydrobenzo[d]thiazol-2-yl)-2-hydroxyacetamide ClC=1C=C(C=CC1)C1CCCC=2N=C(SC21)NC(CO)=O